(6aR,9S)-N-((R)-sec-butyl)-7-allyl-4,6,6a,7,8,9-hexahydroindolo[4,3-fg]quinoline-9-carboxamide [C@@H](C)(CC)NC(=O)[C@@H]1CN([C@@H]2CC=3C4=C(C2=C1)C=CC=C4NC3)CC=C